16-[4-[[5-[2-[2-[2-[2-[2-(carboxymethyloxy)ethoxy]ethylamino]-2-oxoethoxy]ethoxy]-ethylcarbamoyl]pyrimidin-2-yl]sulfamoyl]phenoxy]hexadecanoic acid C(=O)(O)COCCOCCNC(COCCOCCNC(=O)C=1C=NC(=NC1)NS(=O)(=O)C1=CC=C(OCCCCCCCCCCCCCCCC(=O)O)C=C1)=O